(1S,3S)-3-((6-(5-(((4,6-diisopropoxy-pyrimidin-2-yl)amino)methyl)-1-methyl-1H-1,2,3-triazol-4-yl)-2-methyl-pyridin-3-yl)oxy)cyclohexane-1-carboxylic acid C(C)(C)OC1=NC(=NC(=C1)OC(C)C)NCC1=C(N=NN1C)C1=CC=C(C(=N1)C)O[C@@H]1C[C@H](CCC1)C(=O)O